2-hexadecyl aminoethyl-sulfonate NCCS(=O)(=O)OC(C)CCCCCCCCCCCCCC